C(C)(=O)C1=C(C2=C(N=C(N=C2)NC2=CC=C(C=N2)N2CCN(CC2)C2CCN(CC2)CC=2C(=C3CNC(C3=CC2)=O)F)N(C1=O)C1CCCC1)C 5-((4-(4-(6-((6-acetyl-8-cyclopentyl-5-methyl-7-oxo-7,8-dihydropyrido[2,3-d]pyrimidin-2-yl)amino)pyridin-3-yl)piperazin-1-yl)piperidin-1-yl)methyl)-4-fluoro-1-oxoisoindoline